methyl 3-(9-((4-(((tert-butoxycarbonyl)amino)methyl)-2-(propylcarbamoyl)phenyl)carbamoyl)-4,5-dihydrobenzo[b]thieno[2,3-d]oxepin-8-yl)-6-(propylcarbamoyl)picolinate C(C)(C)(C)OC(=O)NCC1=CC(=C(C=C1)NC(=O)C1=CC2=C(OCCC3=C2SC=C3)C=C1C=1C(=NC(=CC1)C(NCCC)=O)C(=O)OC)C(NCCC)=O